((2-aminopyrido[3,4-d]pyrimidin-4-yl)amino)-2-methylhexan-1-ol NC=1N=C(C2=C(N1)C=NC=C2)NC(C(CCCC)C)O